BrC=1C(=CC=2N(C1)C=C(N2)CCS(=O)(=O)C)OC 6-bromo-7-methoxy-2-(2-methylsulfonyl-ethyl)imidazo[1,2-a]pyridine